(E)-6-(6-(difluoromethoxy)pyridin-3-yl)-N'-((6-(1-hydroxyethyl)pyridin-2-yl)methylene)pyrazine-2-carbohydrazide FC(OC1=CC=C(C=N1)C1=CN=CC(=N1)C(=O)N/N=C/C1=NC(=CC=C1)C(C)O)F